2-amino-3-bromo-1-(2-ethoxy-2-oxoethyl)pyridin-1-ium NC1=[N+](C=CC=C1Br)CC(=O)OCC